L-4-mercaptophenyl-acetic acid SC1=CC=C(C=C1)CC(=O)O